NC1=C(C=C2C(=N1)C(C=1C(=CC=CC1O2)O)=O)OC2=CC=C(C=C2)N2C[C@@H](NCC2)C (S)-2-amino-9-hydroxy-3-(4-(3-methylpiperazin-1-yl)phenoxy)-10H-chromeno[3,2-b]pyridin-10-one